(R)-2-(6-Chloro-3,4-dihydroisoquinolin-2(1H)-yl)-4-((1-(hydroxymethyl)cyclobutyl)amino)-6,7-dihydrothieno[3,2-d]pyrimidine 5-oxide ClC=1C=C2CCN(CC2=CC1)C=1N=C(C2=C(N1)CC[S@]2=O)NC2(CCC2)CO